3-Acryloxypropyl-trimeth-oxysilan C(C=C)(=O)OCCC[Si](OC)(OC)OC